(E)-1-fluoro-3-(1-methoxyprop-1-en-2-yl)benzene FC1=CC(=CC=C1)/C(=C/OC)/C